tert-butyl 3-(4-amino-3-methyl-1H-pyrazol-1-yl)azetidine-1-carboxylate NC=1C(=NN(C1)C1CN(C1)C(=O)OC(C)(C)C)C